[Li+].C(C1=CN=CC=C1)(=O)[O-] nicotinic acid, lithium salt